tert-butyl (2R,5S)-5-(((3R,5R)-3,5-dimethylmorpholino)methyl)-4-(2-(7-(4-fluorobenzyl)-2,3-dihydro-1H-pyrido[2,3-b][1,4]oxazin-1-yl)-2-oxoethyl)-2-methylpiperazine-1-carboxylate C[C@@H]1COC[C@H](N1C[C@@H]1N(C[C@H](N(C1)C(=O)OC(C)(C)C)C)CC(=O)N1C2=C(OCC1)N=CC(=C2)CC2=CC=C(C=C2)F)C